C(=O)(OCC1C2=CC=CC=C2C2=CC=CC=C12)N[C@H](C(=O)O)CCC(=O)N[C@@H](CS)C(=O)NCC(=O)O Fmoc-glutathione